SCCN(CCN(CC)CC)CCS N,N-bis(2-mercaptoethyl)-N',N'-diethylethylenediamine